[Si](C1=CC=CC=C1)(C1=CC=CC=C1)(C(C)(C)C)OC[C@@]12C[C@H](CN2C(C(C1)[Se]C1=CC=CC=C1)=O)F (6R,7aR)-7a-(((tert-butyldiphenylsilyl)oxy)methyl)-6-fluoro-2-(phenylselanyl)hexahydro-3H-pyrrolizin-3-one